OC1=C(C=C(C=C1)N1C(C2=C(CCC1)C=C(C=C2)C2=CC=CC=C2)=O)NS(=O)(=O)C N-(2-hydroxy-5-(1-oxo-7-phenyl-1,3,4,5-tetrahydro-2H-benzo[c]azepin-2-yl)phenyl)methanesulfonamide